[Si](C)(C)(C(C)(C)C)OC1CC(C1)(O)C 3-((tert-butyldimethylsilyl)oxy)-1-methylcyclobutan-1-ol